ClC1=C(C=C(C=C1)OC(F)(F)F)C=1C2=C(NN1)CN(C2)C#N 3-(2-chloro-5-(trifluoromethoxy)phenyl)-4,6-dihydropyrrolo[3,4-c]pyrazole-5(1H)-carbonitrile